NC=1N(CC=NC1)C1=C(C#N)C=CC=C1 (5-aminopyrazin-4-yl)benzonitrile